butyl 4-((7-cyclopentyl-6-(dimethylcarbamoyl)-7H-pyrrolo[2,3-d]pyrimidin-2-yl)amino)benzoate C1(CCCC1)N1C(=CC2=C1N=C(N=C2)NC2=CC=C(C(=O)OCCCC)C=C2)C(N(C)C)=O